C(#C)C1=C2C(=CC(=CC2=CC=C1F)O)C1=C(C=2N=C(N=C(C2C=N1)N1C2(CC2)COCC1)OC[C@]12CCCN2C[C@@H](C1)F)F 5-ethynyl-6-fluoro-4-[8-fluoro-2-{[(2R,7aS)-2-fluorotetrahydro-1H-pyrrolizin-7a(5H)-yl]methoxy}-4-(7-oxa-4-azaspiro[2.5]octan-4-yl)pyrido[4,3-d]pyrimidin-7-yl]naphthalen-2-ol